FC1(CCN(CC1)[C@@H]1CC[C@H](CC1)C1=CN(C2=CN=CC=C21)C2=C(C(=O)N(C)C(C)C)C=C(C=C2)F)F 2-(3-(trans-4-(4,4-difluoropiperidin-1-yl)cyclohexyl)-1H-pyrrolo[2,3-c]pyridin-1-yl)-5-fluoro-N-isopropyl-N-methylbenzamide